4-(4-BOC-piperazine-1-carbonyl)phenylboronic acid C(=O)(OC(C)(C)C)N1CCN(CC1)C(=O)C1=CC=C(C=C1)B(O)O